NC=1SC2=C(N1)C=C(C(=C2)O[C@@H]2[C@@H](CC(C2)(F)F)O)F cis-2-((2-amino-5-fluorobenzo[d]thiazol-6-yl)oxy)-4,4-difluorocyclopentanol